CN1C(COC2=C1C=CC(=C2)C(=O)O)=O 4-methyl-3-oxo-2H-1,4-benzoxazine-7-carboxylic acid